tert-butyl (2S)-2-amino-3-phenylpropionate hydrochloride Cl.N[C@H](C(=O)OC(C)(C)C)CC1=CC=CC=C1